NCCONC(=O)C1N2C(N(C(CC1)C2)OS(=O)(=O)O)=O N-(2-aminoethoxy)-7-oxo-6-(sulfooxy)-1,6-diazabicyclo[3.2.1]octane-2-carboxamide